N-(cyanomethyl)-4-[2-(4-morpholinoanilino)pyrimidin-4-yl]benzamide C(#N)CNC(C1=CC=C(C=C1)C1=NC(=NC=C1)NC1=CC=C(C=C1)N1CCOCC1)=O